C(C)(C)C1=CN=C2CCC3=C(N=C(NC3=C21)OC)C(C)C 9-Isopropyl-2-methoxy-5,6-dihydroisopropylAzolo[5,4-H]quinazoline